11-chloroeicosa-3-oxyundecane-1-sulfonic acid potassium [K].ClC(CCCCCCCC(CC)OC(CCCCCCCCCC)S(=O)(=O)O)CCCCCCCCC